P(OCC(CCCC)CC)(OCC(CCCC)CC)[O-] bis(2-ethylhexyl) phosphite